F[C@@H]1CN(CC[C@H]1NC1=NN2C(C=N1)=CN=C2C(C)C(C)(C)O)C(=O)OC(C)(C)C tert-butyl (3R,4R)-3-fluoro-4-{[7-(3-hydroxy-3-methylbutan-2-yl)imidazo[4,3-f][1,2,4]triazin-2-yl]amino}piperidine-1-carboxylate